CC=1C=C2CN(C(C2=CC1CC1=CC=C(C=C1)N1N=CC=C1)=O)C1COCCC1 5-methyl-6-(4-(1H-pyrazol-1-yl)benzyl)-2-(tetrahydro-2H-pyran-3-yl)isoindolin-1-one